Ethyl 2-[2-[tert-butoxycarbonyl(methyl)amino]-4-pyridyl]oxazole-4-carboxylate C(C)(C)(C)OC(=O)N(C1=NC=CC(=C1)C=1OC=C(N1)C(=O)OCC)C